CN1N=NC2=C1C=CC=C2 1-methylbenzotriazol